FC=1C=C(C=CC1F)S(=O)(=O)C1=CC=C(C=C1)S(=O)(=O)C1=CC(=C(C=C1)F)F 1,4-bis(3,4-difluorophenylsulfonyl)benzene